4-[5-(1-hydroxy-1-methyl-ethyl)-2-[[1-[[3-(4-piperidyloxy)azetidin-1-yl]methyl]cyclopropyl]methoxy]phenyl]-6-methyl-1H-pyrrolo[2,3-c]pyridin-7-one OC(C)(C)C=1C=CC(=C(C1)C=1C2=C(C(N(C1)C)=O)NC=C2)OCC2(CC2)CN2CC(C2)OC2CCNCC2